(2-fluorophenyl)-4-hydroxy-1-isobutyl-2-oxo-1,2-dihydroquinoline-3-carboxamide FC1=C(C=CC=C1)C1=C2C(=C(C(N(C2=CC=C1)CC(C)C)=O)C(=O)N)O